COC=1C=C2CN(CC2=CC1)C(C[C@@H](C(=O)OC)C)=O methyl (2S)-4-(5-methoxyisoindolin-2-yl)-2-methyl-4-oxo-butanoate